bis{(naphthalen-2-yl)-phenylamino}-1,1':4',1''-terphenyl C1=C(C=CC2=CC=CC=C12)N(C1=CC=CC=C1)C1=CC=C(C=C1)C1=CC=C(C=C1)C1=CC=C(C=C1)N(C1=CC2=CC=CC=C2C=C1)C1=CC=CC=C1